C(C)N1C=CC2=C1N=NC(=C2)C(=O)NCCC2=CC(=C(C=C2F)N2CC1CCC(C2)N1C(=O)OC(C)(C)C)F tert-Butyl 3-[4-[2-([7-ethyl-7H-pyrrolo[2,3-c]pyridazin-3-yl]formamido)ethyl]-2,5-difluorophenyl]-3,8-diazabicyclo[3.2.1]octane-8-carboxylate